F[C@@H]1[C@@]2(C1)CN(C(C1=CC=C(C=C12)C(F)(F)F)=O)CC(=O)NC1=NC=C(C=N1)F 2-[(2's,4r)-2'-fluoro-1-oxo-6-(trifluoromethyl)spiro[3H-isoquinoline-4,1'-cyclopropane]-2-yl]-N-(5-fluoropyrimidin-2-yl)acetamide